19-(tetracos-15-enoyloxy)-nonadecanoic acid C(CCCCCCCCCCCCCC=CCCCCCCCC)(=O)OCCCCCCCCCCCCCCCCCCC(=O)O